3-(3-methyl-2-oxo-4-(3-(piperidin-4-yloxy)prop-1-yn-1-yl)-2,3-dihydro-1H-benzo[d]imidazol-1-yl)piperidine-2,6-dione TFA salt OC(=O)C(F)(F)F.CN1C(N(C2=C1C(=CC=C2)C#CCOC2CCNCC2)C2C(NC(CC2)=O)=O)=O